C(C1=CC=CC=C1)OCCN1CCCC1 1-(2-(benzyloxy)ethyl)pyrrolidin